C(C)(C)(C)C1=NC=CC(=C1)C1=CC(=CN=N1)C1=C(C=C(C=C1)C(=O)N1CCC(CC1)O)Cl (4-(6-(2-(tert-butyl)pyridin-4-yl)pyridazin-4-yl)-3-chlorophenyl)(4-hydroxypiperidin-1-yl)methanone